ClC1=C(C=CC=C1)\N=C(/N)\C1=C(C=2N(N=C1)C=C(C2)C2=C(C=C(C=C2)OC)C)NC2CCC(CC2)NS(=O)(=O)C (Z)-N'-(2-chlorophenyl)-6-(4-methoxy-2-methylphenyl)-4-(((1r,4r)-4-(methylsulfonamido)cyclohexyl)amino)pyrrolo[1,2-b]pyridazine-3-carboximidamide